C1=C(C=CC2=CC=CC=C12)SCC[C@@]12CC(C[C@H]1[C@@H]1CC=C3C[C@H](CC[C@]3(C)[C@H]1CC2)O)=O (2-naphthylthiomethyl)-16-oxo-androsta-5-en-3beta-ol